CN(C1=C2C(NC=3C(=CC(=CC3C2=CC=C1)OC)F)=O)C 7-(dimethylamino)-4-fluoro-2-methoxy-6(5H)-phenanthridinone